1-(2-((4-((1R,5S)-3,8-diazabicyclo[3.2.1]octan-3-yl)-8-fluoro-7-(3-hydroxynaphthalen-1-yl)quinazolin-2-yl)oxy)ethyl)pyrrolidin-2-one [C@H]12CN(C[C@H](CC1)N2)C2=NC(=NC1=C(C(=CC=C21)C2=CC(=CC1=CC=CC=C21)O)F)OCCN2C(CCC2)=O